N1=CC(=CC=C1)CN1C(=CC2=CC=CC=C12)C=O 1-(pyridin-3-ylmethyl)-1H-indole-2-carbaldehyde